4-[[(2S)-1,4-dioxan-2-yl]methoxy]-9-[3-(1-hydroxy-1-methyl-ethyl)azetidin-1-yl]-1-methyl-6,7-dihydrobenzo[a]quinolizin-2-one O1[C@@H](COCC1)COC=1N2CCC3=C(C2=C(C(C1)=O)C)C=CC(=C3)N3CC(C3)C(C)(C)O